C1(CC1)C=1C=C(OC=2N=NC(=CC2C2=NOC[C@H](N2)CC2=C(C=C(C=C2)Cl)Cl)C(=C)OCC)C=CC1 |r| (5RS)-3-[3-(3-cyclopropylphenoxy)-6-(1-ethoxyvinyl)pyridazin-4-yl]-5-(2,4-dichlorobenzyl)-5,6-dihydro-4H-1,2,4-oxadiazine